(2',2'-dimethyl-3H-dispiro[isobenzofuran-1,4'-cyclohexane-1',2''-[1,3]dioxolan]-3-yl)methanol CC1(CC2(CCC13OCCO3)OC(C3=CC=CC=C32)CO)C